ClC=1N=C(C=2NC(=NC=3C(=NN(C3C2C1)COCC[Si](C)(C)C)C)C1=C(C=CC=C1F)F)OC 2-[[13-chloro-8-(2,6-difluorophenyl)-11-methoxy-5-methyl-3,4,7,9,12-pentazatricyclo[8.4.0.02,6]tetradeca-1(10),2(6),4,7,11,13-hexaen-3-yl]methoxy]ethyl-trimethyl-silane